N1=CC(=CC=C1)NC1=C2C=CC=NC2=CC=C1 5-(3-pyridylamino)quinoline